trans-4,5-difluoro-4-chloromethyl-5-methyl-1,3-dioxolane-2-one F[C@@]1(OC(O[C@@]1(C)F)=O)CCl